(2S)-3-(4-ethoxyphenyl)-2-{[(9Z)-3,3-dimethyl-10-oxo-1,2,3,4,9,10-hexahydrophenanthren-9-ylidene]amino}propanoic acid C(C)OC1=CC=C(C=C1)C[C@@H](C(=O)O)\N=C/1\C2=CC=CC=C2C=2CC(CCC2C1=O)(C)C